FC(C1=CC(=C(S1)C(=O)O)N1CCOCC1)F 5-(difluoromethyl)-3-morpholinothiophene-2-carboxylic acid